FC=1C(=CC(=NC1)N1N=C(C(=C1C)C(=O)N)C)OC1CN(C1)C(=O)N1N=CC[C@H]1C1=CC(=CC(=C1)C)F (S)-1-(5-fluoro-4-((1-(5-(3-fluoro-5-methylphenyl)-4,5-dihydro-1H-pyrazole-1-carbonyl)azetidin-3-yl)oxy)pyridin-2-yl)-3,5-dimethyl-1H-pyrazole-4-carboxamide